CC([C@H](CC(=O)NC[C@H](CC1=CC(=C(C(=O)NCC(F)(F)F)C=C1)F)N(C)C)C1=CC=CC=C1)(C)C 4-((S)-3-((S)-4,4-dimethyl-3-phenylpentanamido)-2-(dimethylamino)propyl)-2-fluoro-N-(2,2,2-trifluoroethyl)benzamide